6-Fluoro-1-methyl-2-(6-trifluoromethoxy-benzothiazol-2-ylamino)-1H-benzoimidazole-5-carboxylic acid (2-hydroxy-propyl)-amide OC(CNC(=O)C1=CC2=C(N(C(=N2)NC=2SC3=C(N2)C=CC(=C3)OC(F)(F)F)C)C=C1F)C